3-(dimethylcarbamoyl)benzoic acid methyl ester COC(C1=CC(=CC=C1)C(N(C)C)=O)=O